(R)-8-bromo-7-chloro-3-cyclohexyl-2-methyl-5-phenyl-2,3,4,5-tetrahydrobenzo[f][1,2,5]thiadiazepine 1,1-dioxide BrC1=CC2=C(N(C[C@H](N(S2(=O)=O)C)C2CCCCC2)C2=CC=CC=C2)C=C1Cl